CC12CC3C(C(CC(C1)C3)C2)C 1,4-dimethyladamantane